C(C)(C)(C)C1=C(C=NN1CC)O 5-tert-butyl-1-ethyl-4-hydroxy-pyrazol